C(C)(=O)OC1C(OCC1F)N1C2=NC(=NC=C2N(C1=O)CC1CC1)N 2-(2-amino-7-(cyclopropyl methyl)-8-oxo-7,8-dihydro-9H-purin-9-yl)-4-fluorotetrahydrofuran-3-yl acetate